(R)-5-(1-(1H-indol-3-yl)ethyl)-6-fluoro-3-((3-fluorobenzyl)amino)-4H-benzo[e][1,2,4]thiadiazine 1,1-dioxide N1C=C(C2=CC=CC=C12)[C@@H](C)C1=C(C=CC2=C1NC(=NS2(=O)=O)NCC2=CC(=CC=C2)F)F